N(=[N+]=[N-])C1=CC=C(C(=O)C(C(N)(N)C(C2=CC=C(C=C2)N=[N+]=[N-])=O)CCCC)C=C1 bis(p-azidobenzoyl)hexanediamine